5-bromo-2-chloro-3-fluoro-N-(3-methoxy-2,6-dimethyl-phenyl)pyridin-4-amine BrC=1C(=C(C(=NC1)Cl)F)NC1=C(C(=CC=C1C)OC)C